BrC1=CC=CC(=N1)C[C@@H](C(=O)OC)NC(=O)OC(C)(C)C methyl (2S)-3-(6-bromopyridin-2-yl)-2-[(tert-butoxycarbonyl) amino]propanoate